7-phenyl-N-[(6S)-4-methyl-5-oxo-7,8-dihydro-6H-pyrazolo[1,5-a][1,3]diazepin-6-yl]-6,7-dihydro-5H-pyrrolo[1,2-b][1,2,4]triazole-2-carboxamide C1(=CC=CC=C1)C1CCN2N=C(N=C21)C(=O)N[C@@H]2C(N(C=1N(CC2)N=CC1)C)=O